C1(CC1)C=1C(=NON1)C(=O)N[C@@H](C(C1CC1)C1CC1)C=1OC2=C(N1)C=C(C=C2)CN2C(NC[C@@H]2C(F)(F)F)=O 4-Cyclopropyl-N-((S)-2,2-dicyclopropyl-1-(5-(((R)-2-oxo-5-(trifluoro-methyl)imidazolidin-1-yl)methyl)benzo[d]oxazol-2-yl)ethyl)-1,2,5-oxadiazole-3-carboxamide